ClC=1C(=NC(=NC1)N1CCC(CC1)NC1=CC=C2C(=NN(C2=C1)C)[C@@H]1C(NC(CC1)=O)=O)NC=1C=C2CC(N(C2=CC1)CC)=O (R)-3-(6-((1-(5-chloro-4-((1-ethyl-2-oxoindolin-5-yl)amino)pyrimidin-2-yl)piperidin-4-yl)amino)-1-methyl-1H-indazol-3-yl)piperidine-2,6-dione